iso-hexyl methacrylate C(C(=C)C)(=O)OCCCC(C)C